di-hydrochalcone C1(CC=CC=C1)\C=C\C(=O)C1=CC=CC=C1